BrC=1SC2=C(N1)C=C(C(=C2C2=CC=C(C=C2)Cl)[C@@H](C(=O)OCC)OC2CC2)C ethyl (S)-2-(2-bromo-7-(4-chlorophenyl)-5-methylbenzo[d]thiazol-6-yl)-2-cyclopropoxyacetate